N1=CC=C(C=C1)CN(CC1=CC=C(C=C1)CNCC1=NC=CC=C1)C1CCCCC=2C1=NC=CC2 N-(4-pyridylmethyl)-N'-(2-pyridylmethyl)-N-(6,7,8,9-tetrahydro-5H-cyclohepta[b]pyridin-9-yl)-1,4-xylylenediamine